N-[3-(3-chloro-5-hydroxy-phenyl)-1-tetrahydropyran-2-yl-indazol-5-yl]-N-[2-(2-hydroxyethoxy)ethyl]-2-nitro-benzenesulfonamide ClC=1C=C(C=C(C1)O)C1=NN(C2=CC=C(C=C12)N(S(=O)(=O)C1=C(C=CC=C1)[N+](=O)[O-])CCOCCO)C1OCCCC1